dibenzo[b,f]oxepine-2,8-diyldimethanol C1=C(C=CC=2OC3=C(C=CC21)C=C(C=C3)CO)CO